4-amino-7-ethyl-1-methyl-1H-pyrazolo[4,3-c]quinoline-8-carboxylic acid NC1=NC=2C=C(C(=CC2C2=C1C=NN2C)C(=O)O)CC